NC(C)C=1C=CC(=C(C1)C(C(C)(O)C)(F)F)F 1-(5-(1-aminoethyl)-2-fluorophenyl)-1,1-difluoro-2-methylpropan-2-ol